BrC=1C=C2CN(C(C2=CC1)=O)C1C(NC(CC1)=O)=O 3-(5-Bromo-1-oxoisoindolin-2-yl)piperidine-2,6-dione